C(=O)(O)C1=NC=NC(=C1[O-])C.[Na+] sodium 4-carboxy-6-methylpyrimidin-5-olate